C(C)(C)(C)NS(=O)(=O)[C@@H]1[C@H](C1)B1OC(C(O1)(C)C)(C)C |o1:8,9| (1S*,2S*)-N-(tert-butyl)-2-(4,4,5,5-tetramethyl-1,3,2-dioxaborolan-2-yl)cyclopropane-1-sulfonamide